2-bromo-N1,N1-diphenyl-N3,N3-di(quinolin-5-yl)benzene-1,3-diamine BrC1=C(C=CC=C1N(C1=C2C=CC=NC2=CC=C1)C1=C2C=CC=NC2=CC=C1)N(C1=CC=CC=C1)C1=CC=CC=C1